ClC1=NC(=NC(=N1)C1=CC=C(C=C1)C1=CC=CC=C1)C1=CC=C(C=C1)C1=CC=CC=C1 2-Chloro-4,6-di(biphenyl-4-yl)-1,3,5-triazine